CC=1C=CC(=NC1)CC(=O)NC1=NNC(=C1)[C@H]1C[C@H](CC1)N(C([O-])=O)[C@@H]1CC[C@@H](CC1)O (1S,3R)-3-(3-{[(5-methylpyridin-2-yl)acetyl]amino}-1H-pyrazol-5-yl)cyclopentyl(cis-4-hydroxycyclohexyl)carbamate